4-(4-Amino-4-methylpiperidin-1-yl)-N-(3-phenylpropyl)-1H-benzo[d]imidazole-1-carboxamide NC1(CCN(CC1)C1=CC=CC=2N(C=NC21)C(=O)NCCCC2=CC=CC=C2)C